18-methyl-11-methyleneestra-3-en-17β-ol CC[C@@]12[C@H](CC[C@H]1[C@@H]1CCC3C=CCC[C@@H]3[C@H]1C(C2)=C)O